ClC=1C=CC(=C(C1)C(C(=O)N)NC1=C(C=CC=C1)S(NC1=CNC=C1)(=O)=O)OC (5-chloro-2-methoxyphenyl)-2-({2-[(1H-pyrrol-3-yl)sulfamoyl]phenyl}amino)acetamide